C(C)(=O)N1CCC(CC1)OC1=C(C=C2C(=CC=NC2=C1)OC1=CC=C(C=C1)S(=O)(=O)NN1C(SCC1=O)C1=CC=C(C=C1)F)OC 4-((7-((1-acetylpiperidin-4-yl)oxy)-6-methoxyquinolin-4-yl)oxy)-N-(2-(4-fluorophenyl)-4-oxothiazolidin-3-yl)benzenesulfonamide